ClC=1C=C(C=CC1N1CCC(CC1)C(F)(F)F)NC1=CC=C(CN2CC(CC2=O)C(=O)N)C=C1 (4-((3-chloro-4-(4-(trifluoromethyl)piperidin-1-yl)phenyl)amino)benzyl)-5-oxopyrrolidine-3-carboxamide